C1N(CC12CCNCC2)C=2N=CC1=C(N2)N=CC=C1 (2,7-diazaspiro[3.5]non-2-yl)pyrido[2,3-d]pyrimidine